4-[3-(5-chloro-1-methylindole-6-carbonyl)-2,4-dihydro-1,3-benzoxazin-8-yl]-5-fluoro-2-morpholin-4-ylbenzoic acid methyl ester COC(C1=C(C=C(C(=C1)F)C1=CC=CC=2CN(COC21)C(=O)C2=C(C=C1C=CN(C1=C2)C)Cl)N2CCOCC2)=O